CC(C(C(=O)OCC)C1=CC(=NO1)OCC#C)C 1-Ethyl 3-methyl-2-(3-(prop-2-yn-1-yloxy)isoxazol-5-yl)butanoate